CC(C1=CC=CC=C1)(C)C=1C(=C(C=C(C1)C(C1=CC=CC=C1)(C)C)N1N=C2C(=N1)C=CC=C2)O 2-(3',5'-bis-(α,α-dimethylbenzyl)-2'-hydroxyphenyl)-benzotriazole